[4-(aminomethyl)piperidin-1-yl]-[2-chloro-4-[[3-(2,3-difluoro-4-prop-2-ynoxyphenyl)imidazo[1,2-a]pyrazin-8-yl]amino]phenyl]methanone NCC1CCN(CC1)C(=O)C1=C(C=C(C=C1)NC=1C=2N(C=CN1)C(=CN2)C2=C(C(=C(C=C2)OCC#C)F)F)Cl